CC1(N=C(OC1)C1=CC=C(C=C1)N1C2=CC=CC=C2C=2C=C(C=CC12)C=1C=CC=2N(C3=CC=CC=C3C2C1)C1=CC=C(C=C1)C=1OCC(N1)(C)C)C 9,9'-bis(4-(4,4-dimethyloxazoline-2-yl)phenyl)-9H,9'H-3,3'-bicarbazole